tert-butyl (1S,4S)-5-(3-(1-(4-(5-(difluoromethyl)-1,3,4-oxadiazol-2-yl)benzyl)-1H-1,2,3-triazol-4-yl)phenyl)-2,5-diazabicyclo[2.2.1]heptan-2-carboxylate FC(C1=NN=C(O1)C1=CC=C(CN2N=NC(=C2)C=2C=C(C=CC2)N2[C@@H]3CN([C@H](C2)C3)C(=O)OC(C)(C)C)C=C1)F